C(=C)SC=1OC2=C(N1)C(=CC=C2)SC 2-vinylthio-4-methylthiobenzoxazole